2-({3-[2-(4-chlorophenyl)ethyl]-1,2,4-oxadiazol-5-yl}methyl)-6-methoxy-4,5-dimethyl-2,3-dihydropyridazin-3-one ClC1=CC=C(C=C1)CCC1=NOC(=N1)CN1N=C(C(=C(C1=O)C)C)OC